1-(7-bromo-2,6-dichloro-8-fluoro-quinazolin-4-yl)azepane-4-carbonitrile BrC1=C(C=C2C(=NC(=NC2=C1F)Cl)N1CCC(CCC1)C#N)Cl